rel-(S)-4-[6-(4-tert-butyl-5-chloro-2-methyl-phenyl)-2-methyl-4-oxo-1H-pyridin-3-yl]oxazolidin-2-one C(C)(C)(C)C1=CC(=C(C=C1Cl)C1=CC(C(=C(N1)C)[C@@H]1NC(OC1)=O)=O)C |o1:18|